3-butyl-1(3H)-isobenzofuranone C(CCC)C1OC(C2=CC=CC=C12)=O